NC([C@H](C[C@H]1C(NCCC1)=O)NC(=O)C1N(CC2(C1)CCCCC2)C(=O)C=2NC1=CC(=CC=C1C2)Cl)=O N-((S)-1-amino-1-oxo-3-((S)-2-oxopiperidin-3-yl)propan-2-yl)-2-(6-chloro-1H-indole-2-carbonyl)-2-azaspiro[4.5]decane-3-carboxamide